5-bromo-3-isopropylyl-1H-indole BrC=1C=C2C(CNC2=CC1)=C(C)C